N-(5-((3-imino-3-(methylamino)propyl)carbamoyl)-1-methyl-1H-pyrrol-3-yl)-1-methyl-1H-pyrrole-2-carboxamide N=C(CCNC(=O)C1=CC(=CN1C)NC(=O)C=1N(C=CC1)C)NC